1-(2-((2-methyl-[1,1'-biphenyl]-3-yl)methyl)-2,8-diazaspiro[4.5]decane-8-carbonyl)-1H-pyrazole-3-carboxylic acid CC1=C(C=CC=C1CN1CC2(CC1)CCN(CC2)C(=O)N2N=C(C=C2)C(=O)O)C2=CC=CC=C2